COC=O.COC=1C=CC=NC1 5-methoxypyridine methyl-formate